C(#N)C1=C(N(N=C1N(C)C)C1=NC=C(C=C1)C#N)C(C)N(C(C1=CC(=CC(=C1)C(F)(F)F)C(F)(F)F)=O)C N-[1-[4-cyano-2-(5-cyano-2-pyridyl)-5-(dimethylamino)pyrazol-3-yl]ethyl]-N-methyl-3,5-bis(trifluoromethyl)benzamide